C(C=C)(=O)N1[C@@H](CCCC1)C=1N(C(=C(N1)C1=CC=C(C=C1)C(NC1=NC=CC(=C1)C1=CC=C(C=C1)F)=O)C(=O)N)N (S)-2-(1-Acryloylpiperidin-2-yl)-1-amino-4-(4-((4-(4-fluorophenyl)pyridin-2-yl)carbamoyl)phenyl)-1H-imidazol-5-carboxamid